2-(5-ethyl-1-tetrahydropyran-2-yl-pyrazol-4-yl)-4-tetrahydropyran-4-yl-1H-pyrimidin-6-one C(C)C1=C(C=NN1C1OCCCC1)C=1NC(C=C(N1)C1CCOCC1)=O